4-phenyltriazole C1(=CC=CC=C1)C=1N=NNC1